bromo-5-chloro-3-(cyclopropylmethyl)-2-methoxybenzene BrC1=C(C(=CC(=C1)Cl)CC1CC1)OC